1-[trans-3-hydroxycyclobutyl]-1H-indazol-5-ol O[C@@H]1C[C@H](C1)N1N=CC2=CC(=CC=C12)O